2-bromo-1-(3,4-dihydroisoquinolin-2(1H)-yl)ethan-1-one (S)-2-((1-(2-(bis(3-methylphenyl)methyl)-2-methylhydrazineyl)-1-oxopropan-2-yl)carbamoyl)-4-methoxypyridin-3-yl-isobutyrate CC=1C=C(C=CC1)C(N(NC([C@H](C)NC(=O)C1=NC=CC(=C1OC(C(C)C)=O)OC)=O)C)C1=CC(=CC=C1)C.BrCC(=O)N1CC2=CC=CC=C2CC1